(R)-2-(1-(3-cyano-5-fluorophenyl)-1H-pyrazol-4-yl)-N-(5-cyclopropyl-1H-pyrazol-3-yl)propanamide C(#N)C=1C=C(C=C(C1)F)N1N=CC(=C1)[C@H](C(=O)NC1=NNC(=C1)C1CC1)C